FC(CN1N=CC=2C=NC(=CC21)O[C@H]2CN(CC2(F)F)C2=CC(=NC(=N2)C)C=2C(=NC(=NC2)OC)OC)F (S)-1-(2,2-difluoroethyl)-6-((1-(2',4'-dimethoxy-2-methyl-[4,5'-bipyrimidin]-6-yl)-4,4-difluoropyrrolidin-3-yl)oxy)-1H-pyrazolo[4,3-c]pyridine